4-(prop-2-ynyloxy)piperidinium chloride [Cl-].C(C#C)OC1CC[NH2+]CC1